1-{4-[bis(dipropylamino)ethylsilyl]phenyl}-1-phenylethene C(CC)N(CCC)C(C[SiH2]C1=CC=C(C=C1)C(=C)C1=CC=CC=C1)N(CCC)CCC